CC1(C(C1)C=1C=C(C=CC1)[C@@H](C)NC1=NC(=NC2=CC(=C(C=C12)OC)OC)C)C N-{(1R)-1-[3-(2,2-dimethyl-cyclopropyl)-phenyl]ethyl}-6,7-dimethoxy-2-methylquinazolin-4-amine